N-methyl-N-[4-(pyridin-3-yl)pyrimidin-2-yl]acetamide CN(C(C)=O)C1=NC=CC(=N1)C=1C=NC=CC1